2-(3-chlorophenyl)-4-methylpiperazine ClC=1C=C(C=CC1)C1NCCN(C1)C